O=C1NC=NS1 5-oxo-4,5-dihydro-1,2,4-thiadiazol